1-(4-(7-(2,2-difluoroethyl)-1-fluoro-3,8,9,10-tetrahydrocyclohepta[e]indazol-6-yl)phenyl)piperidine-4-carbaldehyde FC(CC1=C(C2=C(C=3C(=NNC3C=C2)F)CCC1)C1=CC=C(C=C1)N1CCC(CC1)C=O)F